ClC1=C2C(=C(N=N1)N[C@H]1CN(C[C@@H](C1)F)C(=O)OC(C)(C)C)COCC2 tert-butyl (3R,5R)-3-((1-chloro-7,8-dihydro-5H-pyrano[3,4-d]pyridazin-4-yl)amino)-5-fluoropiperidine-1-carboxylate